(4-(trifluoromethoxy)phenyl)methanamine FC(OC1=CC=C(C=C1)CN)(F)F